FC(CNC(=O)C=1C=NN2C1C=C(C=C2)C2=CNC=1N=C(N=CC12)CCC(F)(F)F)(C)C N-(2-fluoro-2-methylpropyl)-5-(2-(3,3,3-trifluoropropyl)-7H-pyrrolo[2,3-d]pyrimidin-5-yl)pyrazolo[1,5-a]pyridine-3-carboxamide